(1S,4S)-tert-butyl 5-(3-cyano-4-((E)-((dimethylamino)methylene)amino)phenyl)-2,5-diazabicyclo[2.2.1]heptane-2-carboxylate C(#N)C=1C=C(C=CC1/N=C/N(C)C)N1[C@@H]2CN([C@H](C1)C2)C(=O)OC(C)(C)C